CN1N=CC(=C1CN1CCCCC1)C=1C=C2C=C(N=CC2=CC1)NC([C@H](C)N1CCOCC1)=O (S)-N-(6-(1-methyl-5-(piperidin-1-ylmethyl)-1H-pyrazol-4-yl)isoquinolin-3-yl)-2-morpholinylpropanamide